ClC1=C(C=C(C=C1)N1CC(N(C2(CN(C2)C(=O)NC)C1=O)CC1=CC=C(C=C1)C(F)(F)F)=O)C 8-(4-chloro-3-methylphenyl)-N-methyl-6,9-dioxo-5-(4-(trifluoromethyl)benzyl)-2,5,8-triazaspiro[3.5]nonane-2-carboxamide